4-bromo-2,6-dimethyl-1-oxo-pyridin-1-ium BrC1=CC([N+](C(=C1)C)=O)C